Pentafluoroethyl-2,2,2-trifluoroethylether FC(C(F)(F)F)(F)C(C(F)(F)F)OC(C(F)(F)F)C(C(F)(F)F)(F)F